tetrahydrofuranyl furanpropionate O1C(=CC=C1)CCC(=O)OC1OCCC1